BrC=1C=CC2=C(N(C=N2)C2=CC=C(C=C2)C=2CCCCC2)C1 6-bromo-1-(2',3',4',5'-tetrahydro-[1,1'-biphenyl]-4-yl)-1H-benzo[d]imidazole